ethanyl-D-Alanine C(C)N[C@H](C)C(=O)O